OC[C@@H]1CC[C@@H](O1)N1C(NC(CC1)=O)=O 1-((2R,5S)-5-(hydroxymethyl)tetrahydrofuran-2-yl)dihydropyrimidine-2,4(1H,3H)-dione